ethoxyethyl-cyanoacrylate C(C)OCCC=C(C(=O)[O-])C#N